3(Z)-NONENAL CCCCC/C=C(\CCCCCC/C=C\C=O)/CC=O